CC1=CC(=NN1)NC=1C2=C(N=C(N1)NC1CC3CCC(C1)N3CCC#N)C=NC=C2 3-((3-exo)-3-((4-((5-methyl-1H-pyrazol-3-yl)amino)pyrido[3,4-d]pyrimidin-2-yl)amino)-8-azabicyclo[3.2.1]octan-8-yl)propionitrile